(5-(2-methoxy-4-(trifluoromethyl)phenyl)-4-methylfuran-2-yl)(quinuclidin-3-yl)methanol methyl-6-(4-(tert-butyl)phenyl)pyrido[3,2-e]pyrrolo[1,2-a]pyrazine-3-carboxylate CC=1C(=CC=2N=C(C=3N(C2N1)C=CC3)C3=CC=C(C=C3)C(C)(C)C)C(=O)OC(C3CN1CCC3CC1)C=1OC(=C(C1)C)C1=C(C=C(C=C1)C(F)(F)F)OC